BrC1=CC=2N(C=C1)C(=NN2)C(=O)[O-].[Li+] lithium 7-bromo-[1,2,4]triazolo[4,3-a]pyridine-3-carboxylate